[2-[(1S)-1,3-dimethylbutyl]phenyl]-5-fluoro-1,3-dimethyl-pyrazole-4-carboxamide C[C@@H](CC(C)C)C1=C(C=CC=C1)NC(=O)C=1C(=NN(C1F)C)C